N-hexadecyl-2-(3,4-di-(tert-butylcarbonyloxy)-phenyl)-3,7-di-(tert-butylcarbonyloxy)-quinolin-4-one C(CCCCCCCCCCCCCCC)N1C(=C(C(C2=CC=C(C=C12)OC(=O)C(C)(C)C)=O)OC(=O)C(C)(C)C)C1=CC(=C(C=C1)OC(=O)C(C)(C)C)OC(=O)C(C)(C)C